(6-((2-((2-methoxy-5-(1-methyl-1H-pyrazol-4-yl)-4-(4-(4-methylpiperazin-1-yl)piperidin-1-yl)phenyl)amino)-7H-pyrrolo[2,3-d]pyrimidin-4-yl)amino)quinoxalin-5-yl)dimethyl-phosphine oxide COC1=C(C=C(C(=C1)N1CCC(CC1)N1CCN(CC1)C)C=1C=NN(C1)C)NC=1N=C(C2=C(N1)NC=C2)NC=2C(=C1N=CC=NC1=CC2)P(C)(C)=O